bismuth bis(trichloroacetate) ClC(C(=O)[O-])(Cl)Cl.ClC(C(=O)[O-])(Cl)Cl.[Bi+2]